(R)-5-(tert-butyl)-1-(tetrahydrofuran-3-yl)-1H-pyrazol-3-amine C(C)(C)(C)C1=CC(=NN1[C@H]1COCC1)N